methyl 2-[3-[3-(5-hydroxypyrimidin-2-yl) prop-2-ynyloxy] isoxazol-5-yl]-3-methyl-butanoate OC=1C=NC(=NC1)C#CCOC1=NOC(=C1)C(C(=O)OC)C(C)C